CP(OC1=C(C(=CC(=C1)C(C)(CCCCCC)C)O)C1=CC(=CC=C1)C)(OC)=O 6-hydroxy-3'-methyl-4-(2-methyloctan-2-yl)-[1,1'-biphenyl]-2-yl methyl methylphosphonate